2-(6-bromo-1-oxo-4-spiro[2.3]hexan-5-yloxyphthalazin-2-yl)-N-(5-cyanopyrimidin-2-yl)acetamide BrC=1C=C2C(=NN(C(C2=CC1)=O)CC(=O)NC1=NC=C(C=N1)C#N)OC1CC2(CC2)C1